N-(4-fluoro-3-((2-((1-methyl-1H-pyrazol-4-yl)amino)-5-(3-(trifluoromethoxy)phenyl)pyrimidin-4-yl)amino)phenyl)acrylamide trifluoroacetate FC(C(=O)O)(F)F.FC1=C(C=C(C=C1)NC(C=C)=O)NC1=NC(=NC=C1C1=CC(=CC=C1)OC(F)(F)F)NC=1C=NN(C1)C